FC(C1=NC(=NO1)C1=CC=C(C=C1)CC=1OCC(N1)C(=O)OC)(F)F methyl 4,5-dihydro-2-[[4-[5-(trifluoromethyl)-1,2,4-oxadiazol-3-yl] phenyl] methyl]-4-oxazolecarboxylate